methyl 1-benzyl-7-(isoquinolin-8-ylmethyl)-5-oxo-8-(3-(trifluoromethyl)phenyl)-1,2,3,5-tetrahydroimidazo[1,2-a]pyridine-3-carboxylate C(C1=CC=CC=C1)N1CC(N2C1=C(C(=CC2=O)CC=2C=CC=C1C=CN=CC21)C2=CC(=CC=C2)C(F)(F)F)C(=O)OC